FC=1C=C(CNCCCCOCCNC2=NC3=C(C4=CN=CC=C24)C=CC(=C3)C(=O)N)C=CC1OC(F)(F)F 5-((2-(4-((3-fluoro-4-(trifluoromethoxy)benzyl)amino)butoxy)ethyl)amino)benzo[c][2,6]naphthyridine-8-carboxamide